tert-butyl 3-bromo-5-oxo-7,8-dihydro-1,6-naphthyridine-6(5H)-carboxylate BrC=1C=NC=2CCN(C(C2C1)=O)C(=O)OC(C)(C)C